6-chloro-1-(2-methoxyethyl)-2-(1,3,4-oxadiazol-2-yl)-1H-indole-3-carbaldehyde ClC1=CC=C2C(=C(N(C2=C1)CCOC)C=1OC=NN1)C=O